O=C(C=CC=CCC=CCC=CCCCC(=O)O)CC=CCC 15-oxo-eicosa-5,8,11,13,17-pentaenoic acid